C[SiH2]OCC(C1=CC=CC=C1)(C1=CC=CC=C1)C1=CC=CC=C1 methyl-triphenylethoxysilane